2-(butylsulfinyl)-4-(4-methyl-4H-1,2,4-triazol-3-yl)-6-(thiazol-2-yl)thieno[2,3-b]pyridin-3-amine C(CCC)S(=O)C1=C(C=2C(=NC(=CC2C2=NN=CN2C)C=2SC=CN2)S1)N